O=S1(CCN(CC1)C1=CC(C1=O)=O)=O 4-(1,1-dioxothiomorpholinyl)cyclobut-3-ene-1,2-dione